benzyl ((2S,3S)-1-(azetidin-1-ylcarbonyl)-2-([biphenyl]-3-ylmethyl)pyrrolidin-3-yl)carbamate N1(CCC1)C(=O)N1[C@H]([C@H](CC1)NC(OCC1=CC=CC=C1)=O)CC=1C=C(C=CC1)C1=CC=CC=C1